3,7,11,15-Tetramethyl-hexadecan-3-ol Methyl-3-(2,6-dichlorobenzyloxy)benzoate CC1=C(C(=O)OC(CC)(CCCC(CCCC(CCCC(C)C)C)C)C)C=CC=C1OCC1=C(C=CC=C1Cl)Cl